FC1([C@@H]([C@H](CCC1)SC1CCN(CC1)C(C)C)N)F (1S,6S)-2,2-difluoro-6-{[1-(propan-2-yl)piperidin-4-yl]sulfanyl}cyclohexan-1-amine